(R)-6-[(4-chlorophenyl)-hydroxy-(1-methyl-1H-imidazol-5-yl)-methyl]-4-(3-ethynylphenyl)-1-methyl-2(1H)-quinolinone ClC1=CC=C(C=C1)[C@@](C=1C=C2C(=CC(N(C2=CC1)C)=O)C1=CC(=CC=C1)C#C)(C1=CN=CN1C)O